F[P-](F)(F)(F)(F)F.CN(C)[NH+]1CCOCC1 dimethylaminomorpholinium hexafluorophosphate